ClC1=CC=C(C=C1)[C@H]1[C@@H](NC(C1)=O)C(=O)OCC (2R,3S)-ethyl 3-(4-chlorophenyl)-5-oxopyrrolidine-2-carboxylate